CC1=CC=C(C=C1)C=1C(=CC=CC1)C(=O)OCCCC n-butyl 4'-methyl-2-biphenyl-carboxylate